4-(2-amino-5-(1-methyl-1H-pyrazol-5-yl)-4-oxo-4,7-dihydro-3H-pyrrolo[2,3-d]pyrimidin-6-yl)-N,N-dimethylbenzenesulfonamide NC=1NC(C2=C(N1)NC(=C2C2=CC=NN2C)C2=CC=C(C=C2)S(=O)(=O)N(C)C)=O